[O-]S(=O)(=O)C(F)(F)F.C(=C)C1=CC=C(C=C1)CCC[NH+](C)C 4-ethenyl-N,N-dimethylbenzenepropanaminium triflate